ClCCCCCCSCCC[Si](OCC)(OCC)OCC 3-((6-chlorohexyl)thio)propyl-triethoxysilane